N(=[N+]=[N-])C1=CC=C(C(=O)NCCCCCCNC(C2=CC=C(C=C2)N=[N+]=[N-])=O)C=C1 di-(p-azidobenzoyl)-hexamethylenediamine